FC1=CC(=C(C=C1C1=NC(=CC=C1)N1CCOCC1)NC(=O)C1=CN(C(C=C1C(F)(F)F)=O)C)N1C[C@H](N(CC1)C)C |r| N-[4-fluoro-5-(6-morpholin-4-ylpyridin-2-yl)-2-[rac-(3R)-3,4-dimethylpiperazin-1-yl]phenyl]-1-methyl-6-oxo-4-(trifluoromethyl)pyridine-3-carboxamide